N1N=CC(=C1)C=1C2=C(C(=NC1)NCC=1C=C(C(=O)NCC=3SC(=CC3)C)C=CC1)CCO2 3-(((7-(1H-Pyrazol-4-yl)-2,3-dihydrofuro[3,2-c]pyridin-4-yl)amino)methyl)-N-((5-methylthiophen-2-yl)methyl)benzamid